CresylisoButyrate C1(=CC=C(C=C1)C)OC(C(C)C)=O